C1(CC1)CN1N=C(C2=NN(C(C(=C21)C=2C=NC(=CC2)C2CC2)=O)C2=CC1=CN(N=C1C=C2)C)C 1-(cyclopropylmethyl)-7-(6-cyclopropylpyridin-3-yl)-3-methyl-5-(2-methyl-2H-indazol-5-yl)-1H,5H,6H-pyrazolo[4,3-c]pyridazin-6-one